C(C)(C)C1=NN(C([C@]12[C@@H](N(C1=CC=CC=C1[C@@H]2C=C)S(=O)(=O)C2=CC=C(C)C=C2)C2=CC=CC=C2)=O)C2=CC=CC=C2 (2'S,4R,4'S)-3-isopropyl-1,2'-diphenyl-1'-tosyl-4'-vinyl-1',4'-dihydro-2'H-spiro[pyrazole-4,3'-quinolin]-5(1H)-one